6-[2-(dimethylamino)ethoxy]-4-fluoro-2,3-dihydro-1H-indene-2-carbaldehyde CN(CCOC1=CC(=C2CC(CC2=C1)C=O)F)C